N-[2-hydroxy-1-(2-pyridyl)ethyl]-8-[4-(trifluoromethyl)phenyl]-2-naphthamide OCC(C1=NC=CC=C1)NC(=O)C1=CC2=C(C=CC=C2C=C1)C1=CC=C(C=C1)C(F)(F)F